(1R,3S)-3-(8-amino-1-bromoimidazo[1,5-a]pyrazin-3-yl)-1-isopropylcyclopentanecarboxylic acid NC=1C=2N(C=CN1)C(=NC2Br)[C@@H]2C[C@@](CC2)(C(=O)O)C(C)C